CON1C(C2=C3C(=C4NC=5C=CC=CC5C4=C2C1=O)CCC3)=O methoxy-4,5,6,7-tetrahydro-1H-cyclopenta[a]pyrrolo[3,4-c]carbazole-1,3(2H)-dione